N-(2-chlorophenyl)-2-((5-(5-(3,5-dichlorophenyl)-5-(trifluoromethyl)-4,5-dihydro-1H-pyrazol-3-yl)-1,3,4-oxadiazol-2-yl)thio)acetamide ClC1=C(C=CC=C1)NC(CSC=1OC(=NN1)C1=NNC(C1)(C(F)(F)F)C1=CC(=CC(=C1)Cl)Cl)=O